CON(C([C@H](C[C@H]1C(NCC1)=O)NC(OC(C)(C)C)=O)=O)C tert-butyl {(2S)-1-[methoxy(methyl)amino]-1-oxo-3-[(3S)-2-oxopyrrolidin-3-yl]propan-2-yl}carbamate